NC=1C=2N(C3=CC(=CC=C3N1)C(=O)N(CC=1N=NC(=CC1)C(F)(F)F)CC1CC1)C=NC2 4-amino-N-(cyclopropylmethyl)-N-((6-(trifluoromethyl)pyridazin-3-yl)methyl)imidazo[1,5-a]quinoxaline-8-carboxamide